potassium permanganate, Chloride salt [Cl-].[Mn](=O)(=O)(=O)O.[K+]